2-(4-acetylphenyl)-6-(2,4-dimethylphenyl)phthalazin-1(2H)-one C(C)(=O)C1=CC=C(C=C1)N1C(C2=CC=C(C=C2C=N1)C1=C(C=C(C=C1)C)C)=O